FC1(CC(C1)CN1N=CC(=C1)C=1C=NC2=CC=C(C(=C2N1)I)OC1=C(C(=CC=C1)N)N)F [3-[1-[(3,3-difluorocyclobutyl)methyl]pyrazol-4-yl]-5-iodo-quinoxalin-6-yl]oxybenzene-1,2-diamine